OC1=CC=C(C=C1)C(C=CC1=CC=C(C#N)C=C1)=O 4-[3-(4-Hydroxyphenyl)-3-oxoprop-1-enyl]benzonitrile